CC=1C=C2C(C=C(OC2=C(C1)C(C)NC1=C(C(=O)O)C=CC=C1)C1=CC=C(C=C1)N1C(COCC1)=O)=O 2-((1-(6-Methyl-4-oxo-2-(4-(3-oxo-morpholino)phenyl)-4H-chromen-8-yl)ethyl)amino)benzoic acid